(R)-(6-chloro-pyridazin-4-yl)-(1,3-dimethyl-azetidin-3-yl)-(4-isopropyl-phenyl)-methanol ClC1=CC(=CN=N1)[C@@](O)(C1=CC=C(C=C1)C(C)C)C1(CN(C1)C)C